CC1(CN(CCN1C(=O)C1=CNC(C=C1)=O)[C@@H](C(=O)NC=1SC(=NN1)OC1=CC=C(C=C1)F)C)C (R)-2-(3,3-dimethyl-4-(6-oxo-1,6-dihydropyridine-3-carbonyl)piperazin-1-yl)-N-(5-(4-fluorophenoxy)-1,3,4-thiadiazol-2-yl)propanamide